N-(4-isopropylthiazol-2-yl)acetamide C(C)(C)C=1N=C(SC1)NC(C)=O